ethyl 2-(3-{3-chloro-4-[(3,5-difluoropyridin-2-yl)methoxy]-5',6-dimethyl-2-oxo-[1,4'-bipyridin]-2'-yl}-6-oxopyridazin-1-yl)-2-methylpropanoate ClC=1C(N(C(=CC1OCC1=NC=C(C=C1F)F)C)C1=CC(=NC=C1C)C1=NN(C(C=C1)=O)C(C(=O)OCC)(C)C)=O